7-chloro-6-fluoro-4-oxo-1-(3-phenyl-1,2,4-thiadiazol-5-yl)-1,4-dihydro-1,8-naphthyridine-3-carboxylic acid ethyl ester C(C)OC(=O)C1=CN(C2=NC(=C(C=C2C1=O)F)Cl)C1=NC(=NS1)C1=CC=CC=C1